2-((R)-1-((2S,5S,E)-2-benzyl-5-((tert-butoxycarbonyl)amino)-7-methyloct-3-enoyl)pyrrolidine-2-amido)hexanoic acid cyclohexyl ester C1(CCCCC1)OC(C(CCCC)NC(=O)[C@@H]1N(CCC1)C([C@H](\C=C\[C@H](CC(C)C)NC(=O)OC(C)(C)C)CC1=CC=CC=C1)=O)=O